C1(CC1)CCCC=1C(=C(C=C(C1)CCCC1CC1)CC(=O)O)O 2-(3,5-bis(3-cyclopropyl-propyl)-2-hydroxyphenyl)acetic acid